FC=1C=C(C=CC1F)C1CO1 (3,4-difluorophenyl)-ethylene oxide